N-{[(4R)-4-cyclopropyl-2,5-dioxoimidazolidin-4-yl]methyl}-3-fluoro-4'-(trifluoromethyl)[1,1-biphenyl]-2-carboxamide C1(CC1)[C@@]1(NC(NC1=O)=O)CNC(=O)C=1C(=CC=CC1F)C1=CC=C(C=C1)C(F)(F)F